N-[(6-Amino-2-pyridyl)sulfonyl]-6-tert-butyl-5-[(E)-3,3-dimethylbut-1-enyl]-2-[(4S)-2,2,4-trimethylpyrrolidin-1-yl]pyridin-3-carboxamid NC1=CC=CC(=N1)S(=O)(=O)NC(=O)C=1C(=NC(=C(C1)\C=C\C(C)(C)C)C(C)(C)C)N1C(C[C@@H](C1)C)(C)C